CC1(OC=2C=C(C=C(C2C2=C1CC(C([C@@H]2O)(O)C)O)O)CCCCC)C (10R)-6,6,9-Trimethyl-3-pentyl-8,10-dihydro-7H-benzo[c]chromene-1,8,9,10-tetrol